C(C)OC1=C(C=CC=C1)NC(=O)C(=O)NC1=CC=C(C=C1)CC N-(2-ethoxyphenyl)-N'-(4-ethylphenyl)oxamide